C([C@@H]1[C@@H]([C@@H]([C@@H]([C@H](O1)O)O)O)O)O α-D-(+)-talose